C1=C(C=C(C(=C1O)O)O)C2=C(C(=O)C3=C(C=C(C=C3O2)O[C@H]4[C@@H]([C@H]([C@@H]([C@H](O4)C(=O)O)O)O)O)O)O The molecule is a myricetin O-glucuronide that is myricetin with a beta-D-glucosiduronic acid residue attached at the 7-position. It has a role as a metabolite. It is a myricetin O-glucuronide, a pentahydroxyflavone, a member of flavonols and a monosaccharide derivative.